epoxy-1-(4'-methoxyphenyl)-7-(2',6'-dihydroxyl-3'-methoxyphenyl)-3-heptanone COC1=CC=C(C=C1)C1C(C(CCCCC2=C(C(=CC=C2O)OC)O)=O)O1